C1=NC=C(C2=CC=CC=C12)N1C(N(C[C@@H]1C#N)[C@H]1CN(CC1)CCC(F)(F)F)=O (R)-3-(isoquinolin-4-yl)-2-oxo-1-((R)-1-(3,3,3-trifluoropropyl)pyrrolidin-3-yl)imidazolidine-4-carbonitrile